N-(1,3-benzodioxol-5-yl)-3-[4-chloro-5-(hydroxymethyl)-3-methyl-pyrazol-1-yl]-N-methyl-benzamide O1COC2=C1C=CC(=C2)N(C(C2=CC(=CC=C2)N2N=C(C(=C2CO)Cl)C)=O)C